1-(2-Hydroxyphenyl)-3-(4-isopropylphenyl)-prop-2-EN-1-one OC1=C(C=CC=C1)C(C=CC1=CC=C(C=C1)C(C)C)=O